C1CCC2=CC(=CC=C12)C=1N=C(C2=CC=CC=C2C1)C1=CC=CC=C1 (2,3-dihydro-1H-inden-5-yl)-1-phenylisoquinoline